3,4-dihydro-1H-indene C1CCC2CC=CC=C12